Methyl 3-[4-(7-fluorobenzo[b][1,4]benzoxazepin-6-yl)piperazin-1-yl]-2,2-dimethyl-propanoate FC=1C=CC2=C(OC3=C(C=N2)C=CC=C3)C1N1CCN(CC1)CC(C(=O)OC)(C)C